ClC1=C(C=C(C=2C([C@]3(C(=CC(C[C@H]3C)=O)OC)OC21)=O)OC)C2=CC=NN2 (2S,5'R)-7-chloro-3',4-dimethoxy-5'-methyl-6-(1H-pyrazol-5-yl)spiro[benzofuran-2,4'-cyclohex-2-ene]-1',3-dione